OC1=CC=C2N=CC(=NC2=C1)OC1CC2(CN(C2)C(=O)OC(C)(C)C)C1 tertbutyl 6-(7-hydroxyquinoxalin-2-yl)oxy-2-azaspiro[3.3]heptane-2-carboxylate